C12CNCC(CCC1)N2C2=CC(=C(C=C2)NC(=O)C=2C(=CC=1N(C2)C=C(N1)C)OC)F N-(4-(3,9-diazabicyclo[3.3.1]nonan-9-yl)-2-fluorophenyl)-7-methoxy-2-methylimidazo[1,2-a]pyridine-6-carboxamide